tert-butyl(allyloxy)dimethylsilane C(C)(C)(C)[Si](C)(C)OCC=C